4-(5-((2-(((2-(3-carboxypropanoyl)-6-methoxy-1H-inden-5-yl)oxy)methyl)allyl)oxy)-6-methoxyisoindolin-2-yl)-4-oxobutanoic acid C(=O)(O)CCC(=O)C=1CC2=CC(=C(C=C2C1)OCC(COC=1C=C2CN(CC2=CC1OC)C(CCC(=O)O)=O)=C)OC